FC1([C@@H](CN(CC1)CC1=CC(=C2CN(C(C2=C1)=O)C1=CC(=CC=C1)C1(CC(C1)O)C1=NN=CN1C)C(F)(F)F)C)F 6-(((R)-4,4-difluoro-3-methylpiperidin-1-yl)methyl)-2-(3-((1S,3S)-3-hydroxy-1-(4-methyl-4H-1,2,4-triazol-3-yl)cyclobutyl)phenyl)-4-(trifluoromethyl)isoindolin-1-one